C(C=C)[Sn](OC(C)(C)C)(OC(C)(C)C)OC(C)(C)C allyltri(t-butoxy)tin